ClC=1C=CC=2C(N1)=NO[N+]2[O-] 5-chloro-[1,2,5]oxadiazolo[3,4-b]pyridine 1-oxide